((2-(cyanomethyl)phenyl)amino)-3-((7-methoxy-2-methyl-1,2,3,4-tetrahydroisoquinolin-6-yl)amino)-1,2,4-triazine-6-carboxamide C(#N)CC1=C(C=CC=C1)NC=1N=C(N=NC1C(=O)N)NC=1C=C2CCN(CC2=CC1OC)C